(S)-3-(1-aminoethyl)-8-((6,7-dihydro-5H-pyrrolo[1,2-a]Imidazol-3-yl)ethynyl)-2-phenylisoquinolin-1(2H)-one N[C@@H](C)C=1N(C(C2=C(C=CC=C2C1)C#CC1=CN=C2N1CCC2)=O)C2=CC=CC=C2